OC1(CC1)C=1N=NN(C1)C[C@@H]1[C@@H]([C@H]([C@H]([C@H](O1)CO)O)N1N=NC(=C1)C1=C(C(=C(C=C1)F)F)F)OC (2R,3R,4S,5R,6R)-6-((4-(1-Hydroxycyclopropyl)-1H-1,2,3-triazol-1-yl)methyl)-2-(hydroxymethyl)-5-methoxy-4-(4-(2,3,4-trifluorophenyl)-1H-1,2,3-triazol-1-yl)tetrahydro-2H-pyran-3-ol